tert-butyl 6-[[3-methyl-5-(trifluoromethyl)pyrazol-1-yl]methyl]-2-azaspiro[3.3]heptane-2-carboxylate CC1=NN(C(=C1)C(F)(F)F)CC1CC2(CN(C2)C(=O)OC(C)(C)C)C1